nickel oxysulfide O=S.[Ni]